8-(dimethylamino)quinoline-2-carbaldehyde CN(C=1C=CC=C2C=CC(=NC12)C=O)C